(R)-2-((1-(2-cyano-3-(4-fluorophenyl)-7-methylquinoxalin-5-yl)ethyl)amino)benzoic acid C(#N)C1=NC2=CC(=CC(=C2N=C1C1=CC=C(C=C1)F)[C@@H](C)NC1=C(C(=O)O)C=CC=C1)C